C(C=C)(=O)O.O1C(=CC=C1)C(COCCO)O Furyldiethylene glycol acrylate